OC1=C(C(=C2C(C=C(OC2=C1OC)C1=CC(=C(C=C1)OC)OC)=O)OC)OC 7-hydroxy-5,6,8,3',4'-pentamethoxyflavone